[4-Chloro-6-(3-methoxy-phenyl)-[1,3,5]triazin-2-yl]-isopropyl-amine ClC1=NC(=NC(=N1)C1=CC(=CC=C1)OC)NC(C)C